C(C1=CC=CC=C1)OC1=C(C=C(C=C1)CC=1C=C(C=CC1Cl)C1OC(C(C(C1O)O)O)SC)F 2-[3-[(4-benzyloxy-3-fluoro-phenyl)methyl]-4-chloro-phenyl]-6-methylsulfanyl-tetrahydropyran-3,4,5-triol